FC=1N=CN(C1C(SCC)=O)[C@H](C)C1=CC=C(C=C1)F S-ethyl (R)-4-fluoro-1-(1-(4-fluorophenyl) ethyl)-1H-imidazole-5-thiocarboxylate